BrCCC=1C=C(N)C=CC1 3-bromoethyl-aniline